1-bromo-4-(difluoromethoxy)benzene BrC1=CC=C(C=C1)OC(F)F